CC(CC[Si](C)(C)C)C=1NC=CN1 1-methyl-3-(trimethylsilyl)propyl-imidazole